2-(4-(3-(2-(4-oxo-3-(trifluoromethyl)-4,5-dihydro-1H-pyrazolo[3,4-d]pyridazin-1-yl)propoxy)propanoyl)piperazin-1-yl)pyrimidine-5-carbonitrile O=C1C2=C(C=NN1)N(N=C2C(F)(F)F)C(COCCC(=O)N2CCN(CC2)C2=NC=C(C=N2)C#N)C